COC1=NC=C(C(=N1)OC)N1N=C2N=CN=C(C2=C1)N1CC(CC1)OC1=CC=C(C=N1)C#N 6-[1-[2-(2,4-Dimethoxypyrimidin-5-yl)pyrazolo[3,4-d]pyrimidin-4-yl]pyrrolidin-3-yl]oxypyridine-3-carbonitrile